C(#N)C=1C2=C(SC1NC(CC1(CC1)CC(=O)O)=O)CCCC2 2-(1-(2-((3-cyano-4,5,6,7-tetrahydrobenzo[b]thiophen-2-yl)amino)-2-oxoethyl)cyclopropyl)acetic acid